6-acetyl-8-cyclopentyl-2-[[5-[8-[4-(hydroxymethyl)phenyl]-3,8-diazabicyclo[3.2.1]octan-3-yl]-2-pyridyl]amino]-5-methyl-pyrido[2,3-d]pyrimidin-7-one C(C)(=O)C1=C(C2=C(N=C(N=C2)NC2=NC=C(C=C2)N2CC3CCC(C2)N3C3=CC=C(C=C3)CO)N(C1=O)C1CCCC1)C